Ditridecyl 3,3'-thiodipropionate S(CCC(=O)OCCCCCCCCCCCCC)CCC(=O)OCCCCCCCCCCCCC